FC(OC1=NC=CC(=C1)CNC(=O)NC1C(CCCC1)(C(F)(F)F)O)F 1-[[2-(difluoro-methoxy)pyridin-4-yl]methyl]-3-[2-hydroxy-2-(trifluoromethyl)cyclohexyl]urea